L-2-ketobutyrate O=C(C(=O)[O-])CC